(S)-1-(3-(6-chloro-3-(1H-imidazol-1-yl)-5-methoxy-1-methyl-1H-pyrrolo[3,2-b]pyridin-2-yl)-1H-1,2,4-triazol-5-yl)-2-methoxy-N,N-dimethylethan-1-amine ClC=1C=C2C(=NC1OC)C(=C(N2C)C2=NNC(=N2)[C@@H](COC)N(C)C)N2C=NC=C2